FC(OC1=CC=C(C=N1)C1COC2=C(O1)C(=CC(=C2)CN2C=NC=1C2=NC=C(C1)I)OC)F 3-((2-(6-(difluoromethoxy)pyridin-3-yl)-8-methoxy-2,3-dihydrobenzo[b][1,4]dioxin-6-yl)methyl)-6-iodo-3H-imidazo[4,5-b]pyridine